N-(6-Chloroimidazo[1,2-b]pyridazin-2-yl)isobutyramide ClC=1C=CC=2N(N1)C=C(N2)NC(C(C)C)=O